N1CCC(CC1)CN1CCCCC1 1-(piperidin-4-ylmethyl)piperidin